(S)-N-(2-cyclopropyl-3-(2,4-difluorophenyl)propyl)-1-methyl-5-oxo-4,5-dihydro-1H-1,2,4-triazole-3-carboxamide C1(CC1)[C@@H](CNC(=O)C1=NN(C(N1)=O)C)CC1=C(C=C(C=C1)F)F